N[C@@H](CNC(OC(C)(C)C)=O)C1=CC=CC=C1 |r| (±)-tert-butyl N-(2-amino-2-phenyl-ethyl)carbamate